(S)-quinuclidin-3-yl (6-fluoro-5-(4-isopropoxy-3,5-dimethylphenyl)-2,2-dimethyl-2,3-dihydro-1H-inden-1-yl)carbamat FC1=C(C=C2CC(C(C2=C1)NC(O[C@@H]1CN2CCC1CC2)=O)(C)C)C2=CC(=C(C(=C2)C)OC(C)C)C